1-[(2,5-dimethyl-1H-imidazol-1-yl)methyl]-4-propylpyrrolidin-2-one CC=1N(C(=CN1)C)CN1C(CC(C1)CCC)=O